[N+](=O)([O-])C=1C=C(C=CC1)NC(C=C)=O N-(3-nitrophenyl)acrylamide